Cl.NCCS(=O)(=O)NC=1C=NC=CC1 2-amino-N-(pyridin-3-yl)ethane-1-sulfonylamine hydrochloride